BrC=1C=C(C(=NC1)C=O)OC 5-bromo-3-methoxypyridineformaldehyde